ClC=1N=C(C2=C(N1)C=CN2S(=O)(=O)C2=CC=C(C)C=C2)NCC2=CC(=CC=C2)F 2-chloro-N-(3-fluorobenzyl)-5-p-toluenesulfonyl-5H-pyrrolo[3,2-d]pyrimidin-4-amine